COC1=CC=C(C=N1)CN1N=C2N(CCCC2)C1=O (5S)-2-[(6-Methoxypyridin-3-yl)methyl]-3-oxo-2,3,5,6,7,8-hexahydro[1,2,4]triazolo[4,3-a]pyridin